ClC1=C(C(=CC=C1)Cl)C1CN(C1)C1=C(C=C(CN2CCC(CC2)C(=O)O)C=C1C)C 1-(4-(3-(2,6-dichlorophenyl)azetidin-1-yl)-3,5-dimethylbenzyl)piperidine-4-carboxylic acid